(E)-3-(4-((2-(benzo[d][1,3]dioxol-5-ylamino)pyrimidin-4-yl)oxy)-3,5-dimethylphenyl)acrylonitrile O1COC2=C1C=CC(=C2)NC2=NC=CC(=N2)OC2=C(C=C(C=C2C)/C=C/C#N)C